OC=1C=CC=C2C=CC=[N+](C12)[O-] 8-hydroxy-quinoline N-oxide